N'-methyl-N'-[(2-phenylphenyl)methyl]oxamide CN(C(C(N)=O)=O)CC1=C(C=CC=C1)C1=CC=CC=C1